4-[[2-(4-tert-butyl-2-fluoro-5-hydroxy-phenyl)acetyl]amino]-N-[(1R)-1-cyanoethyl]pyridine-2-carboxamide C(C)(C)(C)C1=CC(=C(C=C1O)CC(=O)NC1=CC(=NC=C1)C(=O)N[C@H](C)C#N)F